3-hydroxy-propionic acid OCCC(=O)O